COC1=CC=C(C=C1)NC(CN(C=1C2=C(N=C(N1)C1=NC=CC=C1)CCC2)C)=O N-(4-methoxyphenyl)-2-{methyl[2-(pyridin-2-yl)-5H,6H,7H-cyclopenta[d]pyrimidin-4-yl]amino}acetamide